COC(CCN1CCN(CC1)C1=NC=C(C=C1)OC1=NC(=CC(=C1)CN1CCC(CC1)CNC(C)=O)C1=CC(=CC(=C1)Cl)Cl)=O methyl-3-(4-(5-((4-((4-(acetamidomethyl)piperidin-1-yl) methyl)-6-(3,5-dichlorophenyl) pyridin-2-yl)oxy)pyridin-2-yl) piperazin-1-yl)propanoate